FC(C=1C=C(/C(=N/O)/N)C=CN1)F (Z)-2-(difluoromethyl)-N'-hydroxyisonicotinamidine